((2-(2-fluorophenyl)-3-methyl-1H-indol-5-yl)methyl)-4-methylpyrimidine-5-carboxamide FC1=C(C=CC=C1)C=1NC2=CC=C(C=C2C1C)CC1=NC=C(C(=N1)C)C(=O)N